ethyl (2RS)-2-[4-fluoro-6-[4-[3-[[4-(hydroxymethyl)-1-piperidyl]methyl]-1-bicyclo[1.1.1]pentanyl]phenyl]-1-oxo-isoindolin-2-yl]-2-(6,7-dihydro-5H-pyrrolo[1,2-c]imidazol-1-yl)acetate FC1=C2CN(C(C2=CC(=C1)C1=CC=C(C=C1)C12CC(C1)(C2)CN2CCC(CC2)CO)=O)[C@@H](C(=O)OCC)C2=C1N(C=N2)CCC1 |r|